tert-butyl 3-[(6-iodopyridazin-3-yl)amino]-8-azabicyclo[3.2.1]octane-8-carboxylate IC1=CC=C(N=N1)NC1CC2CCC(C1)N2C(=O)OC(C)(C)C